1-(3,5-difluorobenzyl)-3-methyl-2-oxo-1,2,3,4-tetrahydroquinazoline-7-carboxylic acid FC=1C=C(CN2C(N(CC3=CC=C(C=C23)C(=O)O)C)=O)C=C(C1)F